O=C1NC(CCC1N1C(N(C2=C1C=CC(=C2)C2CN(CCC2F)CC(=O)NC2=CC1=CC(=C(C(=C1C=C2)F)N2S(NC(C2)=O)(=O)=O)O)C)=O)=O 2-[3-[1-(2,6-dioxo-3-piperidyl)-3-methyl-2-oxo-benzimidazol-5-yl]-4-fluoro-1-piperidyl]-N-[5-fluoro-7-hydroxy-6-(1,1,4-trioxo-1,2,5-thiadiazolidin-2-yl)-2-naphthyl]acetamide